C12OCCC(CN(C1)C(=O)N)N2 oxa-7,9-diazabicyclo[3.3.1]nonane-7-carboxamide